N-(4-(1-methyl-2-oxo-1,2-dihydroquinolin-6-yl)-5,6,7,8-tetrahydroisoquinolin-8-yl)propanamide CN1C(C=CC2=CC(=CC=C12)C1=CN=CC=2C(CCCC12)NC(CC)=O)=O